The molecule is an alanine derivative obtained by replacement of one of the methyl hydrogens of alanine by a dimethylamino group. It is an alanine derivative, a leucine derivative, a non-proteinogenic alpha-amino acid and a tertiary amino compound. CN(C)CC(C(=O)O)N